CC1=CC=CC(=N1)C1=NC=CC(=N1)NC1=NC(=NC=C1)NC1=CC=C(C=C1)NC(=O)N1CCNCC1 N-(4-((4-((2-(6-methylpyridin-2-yl)pyrimidin-4-yl)amino)pyrimidin-2-yl)amino)phenyl)piperazine-1-carboxamide